O1CCC(CC1)CN1C[C@@H]2[C@H](C1)CC(C2)NC2=CC=C(N=N2)C2=CC=C(C=C2)NC(C)=O N-[4-[6-[[(3aR,5s,6aS)-2-(tetrahydropyran-4-ylmethyl)-3,3a,4,5,6,6a-hexahydro-1H-cyclopenta[c]pyrrol-5-yl]amino]pyridazin-3-yl]phenyl]acetamide